[Co]=O Cobalt(II) oxid